BrC=1C(N(C(NC1)=O)[C@@H]1O[C@@H]([C@H](C1)O)CO)=O 5-bromo-3-((2R,4S,5R)-4-hydroxy-5-(hydroxymethyl)tetrahydrofuran-2-yl)pyrimidine-2,4(1H,3H)-dione